tributyl-methylammonium acetate C(C)(=O)[O-].C(CCC)[N+](C)(CCCC)CCCC